C1(CC1)CN1C(=CC2=CC=C(C=C12)C1=CC(=C(C=C1)OC)F)C1=NC2=C(N1C)C(=CC(=C2)C(=O)N2[C@@H]1CC[C@H](C2)[C@H]1N)OC (1R,4R,7R)-2-{2-[1-(cyclopropylmethyl)-6-(3-fluoro-4-methoxyphenyl)-1H-indol-2-yl]-7-methoxy-1-methyl-1H-1,3-benzodiazole-5-carbonyl}-2-azabicyclo[2.2.1]heptan-7-amine